ClC1=C(C=CC(=C1)F)C1=CC(=NC2=CC(=CC=C12)O[C@@H](C(=O)N1CCCCC1)C)C (3S)-1-[(2R)-2-[[4-(2-Chloro-4-fluoro-phenyl)-2-methyl-7-quinolyl]oxy]propanoyl]piperidin